NC(C#CC1=NC=CC(=C1)C1=NC=2C=CC3=C(C2C=C1)C1=C(S3)CN[C@@H](CN1)C)(C)C (R)-3-(2-(3-amino-3-methylbut-1-yn-1-yl)pyridin-4-yl)-10-methyl-9,10,11,12-tetrahydro-8H-[1,4]diazepino[5',6':4,5]thieno[3,2-f]quinolin